BrC1=CC=C(C=C1)N1CCN(CC1)C1=CC=C(C=C1)N1C(N(N=C1)CC(C)(C)C)=O 4-(4-(4-(4-bromophenyl)piperazin-1-yl)phenyl)-2-neopentyl-2,4-dihydro-3H-1,2,4-triazol-3-one